Ethyl (2S)-2-amino-3-(4-methoxyphenyl)propanoate hydrochloride Cl.N[C@H](C(=O)OCC)CC1=CC=C(C=C1)OC